phenylene ether sulfate salt S(=O)(=O)(O)O.C=12C(=CC=CC1)O2